4-(4-amino-3-(4-(4-methoxyphenoxy)phenyl)-1H-pyrazolo[3,4-d]pyrimidin-1-yl)piperidine-1-carboxylic acid tert-butyl ester C(C)(C)(C)OC(=O)N1CCC(CC1)N1N=C(C=2C1=NC=NC2N)C2=CC=C(C=C2)OC2=CC=C(C=C2)OC